CN(C1=C(C=C(C=C1)NC1=CC=CC=C1)C)C dimethylphenyl-2-methyl-1,4-phenylenediamine